2-(9-anthryl)ethyl-diphenylamine C1=CC=CC2=CC3=CC=CC=C3C(=C12)CCN(C1=CC=CC=C1)C1=CC=CC=C1